CN1C(CC(CC1)C1=CC=C(NC2=NC=C(C(=N2)NC2=NC(=CC=C2)N2C(CCC2)=O)C#N)C=C1)=O 2-[4-(1-methyl-2-oxo-4-piperidyl)anilino]-4-[[6-(2-oxopyrrolidin-1-yl)-2-pyridyl]amino]pyrimidine-5-carbonitrile